3-[(allyloxy)methyl]-3-ethyloxetane C(C=C)OCC1(COC1)CC